O[C@@H]1[C@H](O[C@@H]([C@H]([C@H]1O)O)C=1N=NN(C1)C1=CC=CC=C1)CCP(O)(O)=O (2-((2R,3S,4S,5S,6R)-3,4,5-trihydroxy-6-(1-phenyl-1H-1,2,3-triazol-4-yl)tetrahydro-2H-pyran-2-yl)ethyl)phosphonic acid